CC(C)(C)OC(=O)N[C@@H](CCCCN=[N+]=[N-])C(=O)O.C1CCC(CC1)NC2CCCCC2 N-Boc-6-azido-L-norleucine (dicyclohexylammonium) salt